FC(F)[Se]C(F)F difluoromethyl selenoether